N=1C=CN2N=C(C=CC21)C2=CNC1=NC=C(C=C12)NC(C1=CC(=NC=C1)N1CCNCC1)=O N-(3-(imidazo[1,2-b]pyridazin-6-yl)-1H-pyrrolo[2,3-b]pyridin-5-yl)-2-(piperazin-1-yl)isonicotinamide